methyl 1-bromo-8-(4-fluorophenyl)-4-hydroxy-2,6-naphthyridine-3-carboxylate BrC1=NC(=C(C2=CN=CC(=C12)C1=CC=C(C=C1)F)O)C(=O)OC